bis-[3-(p-propoxybenzenesulfonyloxy)phenyl]urea C(CC)OC1=CC=C(C=C1)S(=O)(=O)OC=1C=C(C=CC1)NC(NC1=CC(=CC=C1)OS(=O)(=O)C1=CC=C(C=C1)OCCC)=O